ClC=1C(N(C(=CC1OC([2H])([2H])C1=CC(=CC=C1)OC)C)C1=CC(=NC=C1C)C1=NC(=NC=C1)C(C)(C)O)=O 3-Chloro-2'-(2-(2-hydroxypropan-2-yl)pyrimidin-4-yl)-4-((3-methoxyphenyl)methoxy-d2)-5',6-dimethyl-2H-[1,4'-bipyridin]-2-one